BrC1=CC=C(C=C1)C12CCC(CC1)(CC2)CN(C(=O)C2CCCCC2)C=2C=C(C=CC2)/C=C/C(=O)OC methyl (E)-3-(3-(N-((4-(4-bromophenyl)bicyclo[2.2.2]octan-1-yl)methyl)cyclohexanecarboxamido)phenyl)acrylate